C(C)(=O)N[C@H]1C[C@H](CCC1)C(=O)NC1=NC=C(C(=C1)C=1C=C(C2=C(N(C=N2)C2COC2)C1)F)C (1S,3R)-3-acetamido-N-(4-(4-fluoro-1-(oxetan-3-yl)-1H-benzo[d]imidazol-6-yl)-5-methylpyridin-2-yl)cyclohexane-1-carboxamide